3,5-dimethyl-isoxazole-4-carboxylic acid CC1=NOC(=C1C(=O)O)C